ClC1=NC=C(C(=C1)C1=C(C=NC(=C1)C)C(=O)NC=1SC2=C(N1)CN(C2)C(=O)C2=NC(=CN=C2C(F)F)C)OC 2'-chloro-N-(5-(3-(difluoromethyl)-6-methylpyrazine-2-carbonyl)-5,6-dihydro-4H-pyrrolo[3,4-d]thiazol-2-yl)-5'-methoxy-6-methyl-[4,4'-bipyridine]-3-carboxamide